(3-bromo-4-(2,4-difluorophenoxy)phenyl)ethanesulfonamide BrC=1C=C(C=CC1OC1=C(C=C(C=C1)F)F)C(C)S(=O)(=O)N